C1(=CC=CC=C1)C1=CN=C(S1)C1=CC=C(C=C1)NC(=O)NCC1=CC=NC=C1 1-(4-(5-phenylthiazol-2-yl)phenyl)-3-(pyridin-4-ylmethyl)urea